FC(C(=O)[O-])(F)F.FC(S(=O)(=O)[N-]S(=O)(=O)C(F)(F)F)(F)F bis[(trifluoromethyl)sulfonyl]amide trifluoro-acetate